C1(=CC=CC=C1)P(=O)(C=1C=C(C=CC1)O)C1=CC=CC=C1 3-(diphenylphosphinoyl)phenol